N-(2-cyanopyridin-4-yl)-1,1-difluoromethanesulfonamide C(#N)C1=NC=CC(=C1)NS(=O)(=O)C(F)F